6-((4-(4-(trifluoromethyl)piperidin-1-yl)phenyl)amino)-2H-chromen-2-one FC(C1CCN(CC1)C1=CC=C(C=C1)NC=1C=C2C=CC(OC2=CC1)=O)(F)F